BrC1=NN(C2=C1C=NC(=C2)Cl)CC2(CCC2)CO[Si](C)(C)C(C)(C)C 3-bromo-1-((1-(((tert-butyldimethylsilyl)oxy)methyl)cyclobutyl)methyl)-6-chloro-1H-pyrazolo[4,3-c]pyridine